N1(CCC[C@@]12COCC2)C2=NC1=CC=C(C=C1C=C2)CO (R)-(2-(7-oxa-1-azaspiro[4.4]non-1-yl)quinolin-6-yl)methanol